(R)-1-(5-((3-(difluoromethyl)-4-methylpiperazin-1-yl)methyl)benzo[d]isoxazol-3-yl)dihydropyrimidine-2,4(1H,3H)-dione FC([C@H]1CN(CCN1C)CC=1C=CC2=C(C(=NO2)N2C(NC(CC2)=O)=O)C1)F